Silacyclopropan [SiH2]1CC1